N-methyl-1-{4-[4-({[3-(trifluoromethoxy)phenyl]methyl}carbamoyl)-1H-1,2,3-triazol-1-yl]butyl}-1H-1,2,3-triazole-4-carboxamide CNC(=O)C=1N=NN(C1)CCCCN1N=NC(=C1)C(NCC1=CC(=CC=C1)OC(F)(F)F)=O